(4-(2-(benzyloxy)phenoxy)benzyl)-4-chloro-3-ethyl-1-methyl-1H-pyrazole-5-carboxamide C(C1=CC=CC=C1)OC1=C(OC2=CC=C(CNC(=O)C3=C(C(=NN3C)CC)Cl)C=C2)C=CC=C1